C(#N)C(C(=O)OCC)C(C(F)(F)F)=O ethyl 2-cyano-4,4,4-trifluoro-3-oxobutanoate